((3R,5R)-3-Amino-5-fluoropiperidin-1-yl)(2-(1-(cyclopropylmethyl)-6-(2-fluoro-3-hydroxyphenyl)-1H-indol-2-yl)-3-methylbenzofuran-6-yl)methanone N[C@H]1CN(C[C@@H](C1)F)C(=O)C1=CC2=C(C(=C(O2)C=2N(C3=CC(=CC=C3C2)C2=C(C(=CC=C2)O)F)CC2CC2)C)C=C1